COC=1C=C2C(=CC1OC)OCC1(OC=3C=C(C=CC3C=C12)OC)O 2,3,9-trimethoxy-6H-chromeno[3,4-b]chromen-6a-ol